(1-methyl-5-oxopyrrolidin-2-yl)quinoxalin-2(1H)-one CN1C(CCC1=O)N1C(C=NC2=CC=CC=C12)=O